cis-2-eicosene-1,20-dicarboxylic anhydride C1\C=C/CCCCCCCCCCCCCCCCCC(=O)OC1=O